OC(C(=O)N1CC2(C1)CCN(CC2)C2=C(C#N)C=C(C=C2)OC=2C=NC=C(C2)O)(C)C 2-[2-(2-hydroxy-2-methylpropanoyl)-2,7-diazaspiro[3.5]nonan-7-yl]-5-[(5-hydroxypyridin-3-yl)oxy]benzonitrile